tert-butyl 2-(2-chloro-3'-(3-(hydroxymethyl)-1,7-naphthyridin-8-ylamino)-2'-methylbiphenyl-3-ylcarbamoyl)-1-methyl-6,7-dihydro-1H-imidazo[4,5-c]pyridine-5(4H)-carboxylate ClC1=C(C=CC=C1NC(=O)C=1N(C2=C(CN(CC2)C(=O)OC(C)(C)C)N1)C)C1=C(C(=CC=C1)NC=1N=CC=C2C=C(C=NC12)CO)C